C1(CC1)S(=O)(C)=N Cyclopropyl(imino)(methyl)-λ6-sulfanone